N-(4''-(((2-acetamidoethyl)amino)methyl)-2,2'-dichloro-3''-fluoro-5''-methoxy-[1,1':3',1''-terphenyl]-3-yl)-4-hydroxy-4,5,6,7-tetrahydropyrazolo[1,5-a]pyridine-2-carboxamide C(C)(=O)NCCNCC1=C(C=C(C=C1OC)C=1C(=C(C=CC1)C1=C(C(=CC=C1)NC(=O)C1=NN2C(C(CCC2)O)=C1)Cl)Cl)F